methyl 2-(6-((R)-1-aminoethyl)-1-(((1S,2S)-2-vinylcyclopropyl)methyl)-1H-pyrrolo[2,3-b]pyridin-2-yl)-6-fluoro-1-methyl-1H-benzo[d]imidazole-5-carboxylate N[C@H](C)C1=CC=C2C(=N1)N(C(=C2)C2=NC1=C(N2C)C=C(C(=C1)C(=O)OC)F)C[C@@H]1[C@@H](C1)C=C